ClC=1C=C(C=CC1)C(C(CC(=O)N[C@H](C(=O)N[C@H](C(=O)OC)C[C@H]1C(NCC1)=O)CCCC)(C1=CC=CC=C1)O)(C)C Methyl (2S)-2-((2S)-2-(4-(3-chlorophenyl)-3-hydroxy-4-methyl-3-phenyl pentanamido) hexanamido)-3-((S)-2-oxopyrrolidin-3-yl)propanoate